(1-methyl-3-(1-tert-butylcyclopentyl)cyclopentadienyl)zirconium dichloride [Cl-].[Cl-].CC1(C=C(C=C1)C1(CCCC1)C(C)(C)C)[Zr+2]